FC(OC=1N=C2N(C=CC=C2)C1S(=O)(=O)N)F (difluoromethoxy)imidazo[1,2-a]pyridine-3-sulfonamide